N-((S)-1-((3R,5'S)-5'-cyano-2-oxospiro[indoline-3,3'-pyrrolidine]-1'-yl-5-d)-4-Methyl-1-oxopent-2-yl)-4,6,7-trifluoro-N-methyl-1H-indole-2-carboxamide-3,5-d2 C(#N)[C@@H]1C[C@@]2(CN1C([C@H](CC(C)C)N(C(=O)C=1NC3=C(C(=C(C(=C3C1[2H])F)[2H])F)F)C)=O)C(NC1=CC=C(C=C12)[2H])=O